[Na].OC1=C(C(=O)O)C=CC(=C1O)C(=O)O.[Ti] titanium 2,3-dihydroxyterephthalic acid sodium